3-methyl-1,5-pentandiol adipate C(CCCCC(=O)O)(=O)O.CC(CCO)CCO